OCCC=1C=C(C(=O)O)C=CC1 3-(2-hydroxyethyl)benzoic acid